BrC1=CC=C(OCC2CN(C(O2)=O)CC2CC2)C=C1 5-((4-Bromophenoxy)methyl)-3-(cyclopropylmethyl)oxazolidin-2-one